2-[(3R)-3-[(5-chlorooxazolo[4,5-b]pyridin-2-yl)amino]piperidino]ethanol ClC1=CC=C2C(=N1)N=C(O2)N[C@H]2CN(CCC2)CCO